S1C(=NN=C1)C(=O)N 1,3,4-thiadiazole-amide